FC1=C(C=CC=C1)NC(C[C@H](N)C(=O)O)=O N4-(2-fluorophenyl)-L-asparagine